2-(3-phenyl-4-((piperazine-1-sulfonamido)methyl)-1H-pyrazol-1-yl)thiazole-4-carboxylic acid C1(=CC=CC=C1)C1=NN(C=C1CNS(=O)(=O)N1CCNCC1)C=1SC=C(N1)C(=O)O